(3R,4R)-4-((5-Chloro-4-(8-fluoro-2,3-dimethyl-3,4-dihydro-5-oxa-1,2a-diazaacenaphthylen-6-yl)pyrimidin-2-yl)amino)-1-(methylsulfonyl)piperidin-3-ol ClC=1C(=NC(=NC1)N[C@H]1[C@@H](CN(CC1)S(=O)(=O)C)O)C1=C2OCC(N3C(=NC(C(=C1)F)=C32)C)C